3-bromo-4,5,6,7-tetrahydrothieno[3,2-c]pyridin-5-ium bromide [Br-].BrC1=CSC2=C1C[NH2+]CC2